BrC1=CC=C2C(CC3(CCNCC3)OC2=C1)O 7-bromo-4-hydroxyspiro[chromane-2,4'-piperidin]